5-(1-ethylpiperidin-4-yl)-4-methyl-2-(5-(8-methyl-[1,2,4]triazolo[1,5-a]pyridin-6-yl)-4-(2,2,2-trifluoroethyl)-1H-pyrazol-3-yl)thiazole C(C)N1CCC(CC1)C1=C(N=C(S1)C1=NNC(=C1CC(F)(F)F)C=1C=C(C=2N(C1)N=CN2)C)C